5-(4-((4-((1R)-1-(5-((9-(tert-butoxycarbonyl)-3-oxa-9-azabicyclo[3.3.1]nonan-7-yl)amino)-2-methylbenzamido)ethyl)naphthalen-1-yl)ethynyl)piperidin-1-yl)pentanoic acid formate C(=O)O.C(C)(C)(C)OC(=O)N1C2COCC1CC(C2)NC=2C=CC(=C(C(=O)N[C@H](C)C1=CC=C(C3=CC=CC=C13)C#CC1CCN(CC1)CCCCC(=O)O)C2)C